4-nonyl-N-(4-nonylphenyl)-Benzenamine C(CCCCCCCC)C1=CC=C(C=C1)NC1=CC=C(C=C1)CCCCCCCCC